[SiH](=NC=CC)[Si]=1NC=CC1 azasilapentadienyl-(azasilole)